methyl (1-{[6-{[(1S)-1-cyclopropylethyl]amino}-2-(pyrazolo[5,1-b][1,3]thiazol-7-yl)pyrimidin-4-yl]carbonyl}piperidin-4-yl)carbamate tosylate monohydrate O.S(=O)(=O)(O)C1=CC=C(C)C=C1.C1(CC1)[C@H](C)NC1=CC(=NC(=N1)C=1C=NN2C1SC=C2)C(=O)N2CCC(CC2)NC(OC)=O